C1[C@H]2C[C@H]3C[C@@H](C=C13)C2 (2R,3as,5S,6as)-hexahydro-2,5-methanopentalen